8-amino-N-(4-{[(1-cyclohexylpiperidin-4-yl)oxy]methyl}-1,3-thiazol-2-yl)-4,4-dimethyl-1-(tetrahydro-2H-pyran-2-yl)-4,5-dihydro-1H-pyrazolo[4,3-H]quinazoline-3-carboxamide NC1=NC=2C3=C(C(CC2C=N1)(C)C)C(=NN3C3OCCCC3)C(=O)NC=3SC=C(N3)COC3CCN(CC3)C3CCCCC3